B([O-])([O-])[O-].[Eu+3].[Y+3].[Sr+2] strontium-yttrium-europium borate